4-phenylthio-1-β-D-ribofuranosyl-1H-pyrazolo[3,4-d]pyrimidine C1(=CC=CC=C1)SC1=C2C(=NC=N1)N(N=C2)[C@H]2[C@H](O)[C@H](O)[C@H](O2)CO